diphenylpentaerythritol diphosphite OP(O)OP(O)O.C1(=CC=CC=C1)C(O)(C(CO)(CO)CO)C1=CC=CC=C1